NCCCNC(C1=C(C=C(C=C1)NC=1C=2N(C=CN1)C(=CN2)C2=C(C(=C(C=C2)O)F)F)CC)=O N-(3-aminopropyl)-4-[[3-(2,3-difluoro-4-hydroxyphenyl)imidazo[1,2-a]pyrazin-8-yl]amino]-2-ethylbenzamide